C(C)(C)(C)OC(=O)N1C([C@H](CC1)NC1=NC(=C(C=C1)C=1N=CN(C1)C)C)(C)C.C(C)C1=NOC2=C1C=C(C(=C2)OC)C2=C(SC=C2)S(=O)(=O)N (3-ethyl-6-methoxybenzo[d]isoxazol-5-yl)thiophene-2-sulfonamide tert-butyl-(3S)-2,2-dimethyl-3-{[6-methyl-5-(1-methyl-1H-imidazol-4-yl)pyridin-2-yl]amino}pyrrolidine-1-carboxylate